C(C(C)C)C=1N=C(OC1)C1=NC(=CC(=C1)OC)C=1OC=C(N1)CC(C)C 2,6-bis[4-(S)-isobutyl-2-oxazolyl]-4-methoxypyridine